N-(2-amino-4-bromo-6-fluorophenyl)-4-(2-(trifluoromethyl)nicotinoyl)-1H-pyrrole-2-carboxamide NC1=C(C(=CC(=C1)Br)F)NC(=O)C=1NC=C(C1)C(C1=C(N=CC=C1)C(F)(F)F)=O